CS(=O)(=O)OCC1OCC1 oxetan-2-ylmethyl methanesulfonate